N-(8,9-difluoro-6-oxo-1,2,3,4,5,6-hexahydrobenzo[c][1,7]naphthyridin-1-yl)-N-methylbenzo[d]thiazole-6-carboxamide FC=1C(=CC2=C(C(NC=3CNCC(C23)N(C(=O)C2=CC3=C(N=CS3)C=C2)C)=O)C1)F